BrC1=CC=C2C=C(C(=NC2=C1C)OC)C(=O)OC methyl 7-bromo-2-methoxy-8-methylquinoline-3-carboxylate